ClC1=C(C(=O)N[C@H]2C[C@H](CCC2)NC2=CC(=NC3=CC=C(C=C23)C)C(F)(F)F)C=CC=C1 2-chloro-N-[(1R,3S)-3-{[6-methyl-2-(trifluoromethyl)quinolin-4-yl]amino}cyclohexyl]benzamide